ClC1=C(C=CC(=C1)F)SC1C(NC(CC1=O)(C1=CSC=C1)C1=NC(=CC=C1)OCC1CCCC1)=O 3-[(2-Chloro-4-fluorophenyl)sulfanyl]-6-[6-(cyclopentylmethoxy)pyridin-2-yl]-6-(thiophen-3-yl)piperidin-2,4-dion